(rac)-tert-Butyl (4R or S,5'R or S)-6-chloro-5-fluoro-5'-hydroxy-2-oxo-1,2-dihydrospiro[benzo[d][1,3]oxazine-4,3'-piperidine]-1'-carboxylate ClC1=C(C2=C(NC(O[C@@]23CN(C[C@@H](C3)O)C(=O)OC(C)(C)C)=O)C=C1)F |r|